(8-bromo-7-methoxy-1-methyl-4,5-dihydrobenzo[g]indazol-3-yl)-(3,3-dimethylmorpholin-4-yl)methanone BrC1=CC2=C(CCC=3C(=NN(C23)C)C(=O)N2C(COCC2)(C)C)C=C1OC